N-[6-(3-fluorophenyl)hexyl]propanamide Methyl-(E)-3-cyclopropylacrylate COC(\C=C\C1CC1)=O.FC=1C=C(C=CC1)CCCCCCNC(CC)=O